C(C)(C)(C)OC(=O)N(C)CC1=C(C=CC=C1)C=1C=C(SC1)[C@@H](C)NC1=NC(=NC2=CC(=C(C=C12)OC)OCCCCCCC(=O)OC)C Methyl (R)-7-((4-((1-(4-(2-(((tert-butoxycarbonyl)(methyl)amino)methyl)-phenyl)thiophen-2-yl)ethyl)amino)-6-methoxy-2-methylquinazolin-7-yl)oxy)heptanoate